BrC=1SC(=C(N1)CCS(=O)(=O)OC)C1CCOCC1 Methyl (2-bromo-5-(tetrahydro-2H-pyran-4-yl)thiazol-4-yl)methylmethanesulfonate